ClC1=CCC(N1)(C(=O)O)C1=CC(=NC=C1)NC(C)C 5-chloro-2-((isopropylamino)pyridin-4-yl)-1H-pyrrole-2-carboxylic acid